methyl (2R)-3-(5-(7-((2-hydroxyethyl)sulfonyl)-2,6,6-trimethyl-1-(2-methylhydrazineyl)-1-oxoheptan-2-yl)thiophen-3-yl)-2-methylpropanoate OCCS(=O)(=O)CC(CCCC(C(=O)NNC)(C)C1=CC(=CS1)C[C@H](C(=O)OC)C)(C)C